(4-chlorobenzyl)-8-(3-(cyclohexyloxy)prop-1-yn-1-yl)-1-(3-hydroxypropyl)-3-isopropyl-3,7-dihydro-1H-purine-2,6-dione ClC1=CC=C(CN2C(=NC=3N(C(N(C(C23)=O)CCCO)=O)C(C)C)C#CCOC2CCCCC2)C=C1